Hexahydro-1,4-phenylendiisocyanat C1(CCC(CC1)N=C=O)N=C=O